FC1=C(C=CC=C1C)S(=O)(=O)N1CCC2(CC(CO2)NC[C@@H](COC=2C=C(C=CC2)S(=O)(=O)NC)O)CC1 3-((2S)-3-(8-(2-fluoro-3-methylphenylsulfonyl)-1-oxa-8-azaspiro[4.5]dec-3-ylamino)-2-hydroxypropoxy)-N-methylbenzenesulfonamide